C1(=CC=CC2=CC=CC=C12)C1=CC=C(C=C1)NC1=CC=2C3(C4=CC=CC=C4C2C=C1)C1=CC=CC=C1C=1C=CC=CC13 N-[4-(1-naphthyl)phenyl]-9,9'-spirobi(9H-fluorene)-2-amine